N1CC(C1)C1=CC(=NO1)OC 5-(azetidin-3-yl)-3-methoxyisoxazole